BrC1=C(C=C(OC[C@H](C(=O)OC(C)(C)C)O)C=C1)Cl tert-butyl (R)-3-(4-bromo-3-chlorophenoxy)-2-hydroxypropanoate